(M)-4-(2-methylphenyl)-7-(4-methyl-1,3-thiazol-5-yl)-2-(2-(2-propenoyl)-2,6-diazaspiro[3.4]octan-6-yl)-3-quinolinecarbonitrile CC1=C(C=CC=C1)C1=C(C(=NC2=CC(=CC=C12)C1=C(N=CS1)C)N1CC2(CN(C2)C(C=C)=O)CC1)C#N